(S)-1-((R)-3-(3,6-difluoro-9H-carbazol-9-yl)-2-hydroxypropyl)-3-methylpyrrolidin-2-one FC=1C=CC=2N(C3=CC=C(C=C3C2C1)F)C[C@H](CN1C([C@H](CC1)C)=O)O